1,2-di(eicosanoyl)-sn-glycero-3-phosphocholine C(CCCCCCCCCCCCCCCCCCC)(=O)OC[C@@H](OC(CCCCCCCCCCCCCCCCCCC)=O)COP(=O)([O-])OCC[N+](C)(C)C